Benzyl 3-methyl-2,3,6b,7,10,10a-hexahydro-1H-pyrido[3',4':4,5]pyrrolo[1,2,3-de]quinoxaline-8(9H)-carboxylate CN1CCN2C=3C(=CC=CC13)C1C2CCN(C1)C(=O)OCC1=CC=CC=C1